cis-3-Hexenoic acid C(C\C=C/CC)(=O)O